1'-(6-amino-5-fluoropyrimidin-4-yl)-3-(3-chloro-5-fluorophenylamino)-4'-(trifluoromethyl)-1,3'-bipiperidin-2-one NC1=C(C(=NC=N1)N1CC(C(CC1)C(F)(F)F)N1C(C(CCC1)NC1=CC(=CC(=C1)F)Cl)=O)F